ClC1=C(C=C(C=C1C(F)(F)F)C1=NN(C=N1)C(C(=O)N1CC(C1)(F)F)=C)C(F)(F)F 3-(4-chloro-3,5-bis(trifluoromethyl)phenyl)-1H-1,2,4-triazol-1-yl-1-(3,3-difluoroazetidin-1-yl)prop-2-en-1-one